O-(2-(tert-butylamino)-2-oxoethyl)-N-methyl-L-serine C(C)(C)(C)NC(COC[C@H](NC)C(=O)O)=O